benzo[d][1,2,3]thiadiazole-7-carboxylic acid S1N=NC2=C1C(=CC=C2)C(=O)O